COC1=C(C=C(C=C1)C)[C@@H](N[S@@](=O)C(C)(C)C)C=1N(C2=CC=CC=C2C1)S(=O)(=O)C1=CC=CC=C1 (S)-N-((R)-(2-methoxy-5-methylphenyl)(1-(phenylsulfonyl)-1H-indole-2-yl)methyl)-2-methylpropane-2-sulfinamide